(4-bromophenyl)bis(2,6-dimethylphenyl)borane BrC1=CC=C(C=C1)B(C1=C(C=CC=C1C)C)C1=C(C=CC=C1C)C